tert-butyl (R)-9-ethyl-2,2-difluoro-8,9-dihydro-[1,3]dioxolano[4',5':3,4]benzo[1,2-f][1,4]oxazepine-7(6H)-carboxylate C(C)[C@H]1OC=2C(CN(C1)C(=O)OC(C)(C)C)=CC=C1C2OC(O1)(F)F